C1(=CC=CC=2C3=CC=CC=C3C=CC12)C1=CC=CC=2C3=CC=CC=C3C=CC12 1,1-biphenanthrene